6-methyl-4-isobutyryl-1,3-benzenediol diheptanoate C(CCCCCC)(=O)OC1=CC(=C(C=C1C)C(C(C)C)=O)OC(CCCCCC)=O